(Z)-N-((E)-1-aminoethylidene)-3-(4-chlorophenyl)-4-phenyl-N'-tosyl-5,6-dihydropyridazine-1(4H)-carboximidamide N\C(\C)=N\C(=N\S(=O)(=O)C1=CC=C(C)C=C1)\N1N=C(C(CC1)C1=CC=CC=C1)C1=CC=C(C=C1)Cl